COCC(CC=1N=C(C2=C(N1)NC=C2)N)C (3-methoxy-2-methylpropyl)-7H-pyrrolo[2,3-d]pyrimidin-4-amine